(8-endo)-8-methyl-3-(2-(trifluoromethyl)pyridin-4-yl)-3-azabicyclo[3.2.1]Octane-8-amine CC1(C2CN(CC1CC2)C2=CC(=NC=C2)C(F)(F)F)N